tert-butylstyrene CC(C)(C)C1=CC=CC=C1C=C